3-(5-methoxy-1H-indol-3-yl)-1-methylpyrrolidin-2-one COC=1C=C2C(=CNC2=CC1)C1C(N(CC1)C)=O